ClC1=C(C=CC(=C1)CNC1CC(C1)C#N)N1N=CC(=C1)C1=NC(=NC=C1C#N)N[C@@H]1[C@@H](CN(CC1)S(=O)(=O)C1CC1)F 4-(1-(2-Chloro-4-((((1s,3s)-3-cyanocyclobutyl)amino)methyl)phenyl)-1H-pyrazol-4-yl)-2-(((3R,4S)-1-(cyclopropylsulfonyl)-3-fluoropiperidin-4-yl)amino)pyrimidine-5-carbonitrile